tert-Butyl (4-(2-iodoethoxy)butyl)carbamate ICCOCCCCNC(OC(C)(C)C)=O